6,7-dimethyl-2-((2S)-2-(2-methyl-4-pyridinyl)-4-morpholinyl)-4-(trans-3-(trifluoromethyl)cyclobutyl)pyrido[2,3-d]pyrimidine CC1=CC2=C(N=C(N=C2[C@@H]2C[C@H](C2)C(F)(F)F)N2C[C@@H](OCC2)C2=CC(=NC=C2)C)N=C1C